IC=1N(C(=C(N1)C#N)C=1C=NC(=CC1)C)C 2-iodo-1-methyl-5-(6-methyl-3-pyridinyl)imidazole-4-carbonitrile